tert-Butyl (2-((bis(benzyloxy)phosphoryl)oxy)ethoxy)carbamate C(C1=CC=CC=C1)OP(=O)(OCC1=CC=CC=C1)OCCONC(OC(C)(C)C)=O